6-methyl-1-amino-N-(2,2,2-trifluoroethyl)piperidine-3-carboxamide tert-butyl-(2S,4R)-2-((1H-1,2,3-triazol-1-yl)methyl)-4-aminopyrrolidine-1-carboxylate C(C)(C)(C)OC(=O)N1[C@@H](C[C@H](C1)N)CN1N=NC=C1.CC1CCC(CN1N)C(=O)NCC(F)(F)F